C1(CCC1)C(=O)N1C[C@]2(CC1)N(C(CN(C2=O)C2=C(C=C(C#N)C=C2)F)=O)CC2=CC=C(C=C2)C(F)(F)F (S)-4-(2-(cyclobutanecarbonyl)-7,10-dioxo-6-(4-(trifluoromethyl)benzyl)-2,6,9-triazaspiro[4.5]decan-9-yl)-3-fluorobenzonitrile